3-((4-(5-(chlorodifluoromethyl)-1,2,4-oxadiazol-3-yl)benzyl)amino)-4-(ethylamino)cyclobut-3-ene-1,2-dione ClC(C1=NC(=NO1)C1=CC=C(CNC=2C(C(C2NCC)=O)=O)C=C1)(F)F